FC([C@H](O)[C@@H]1CN([C@H](O1)C(F)(F)F)C1=CC(=C(C#N)C=C1)C(F)(F)F)(F)F 4-((2R,5S)-5-((R)-2,2,2-trifluoro-1-hydroxyethyl)-2-(trifluoromethyl)oxazolidin-3-yl)-2-(trifluoromethyl)benzonitrile